ClC=1C(=CC2=C(CN(CCC2)C(C(F)(F)F)=O)C1)[N+](=O)[O-] 1-(8-chloro-7-nitro-1,3,4,5-tetrahydro-2H-benzo[c]azepin-2-yl)-2,2,2-trifluoroethan-1-one